bromo-1'-[trans-4-(trifluoromethyl)cyclohexyl]-4'H,6'H-spiro[1,3-dioxolan-2,5'-[1,2,4]triazolo[4,3-a][1]benzazepine] BrC1C=2N(C3=C(CC14OCCO4)C=CC=C3)C(=NN2)[C@@H]2CC[C@H](CC2)C(F)(F)F